CC(C)N(P(OCCC#N)[O-])C(C)C 2-cyanoethyl N,N-bis(1-methylethyl)phosphoramidite